ClC=1N=C(C2=C(N1)N(C=C2)COCC[Si](C)(C)C)C=2C=NN(C2)C2CN(C2)C(=O)O 3-(4-(2-chloro-7-((2-(trimethylsilyl)ethoxy)methyl)-7H-pyrrolo[2,3-d]pyrimidin-4-yl)-1H-pyrazol-1-yl)azetidin-1-carboxylic acid